(Z,Z,Z,Z)-3,6,9,11-Nonadecatetraene CC\C=C/C\C=C/C\C=C/C=C\CCCCCCC